N-(3,5-di-tert-butylbenzyl)-carbazole C(C)(C)(C)C=1C=C(CN2C3=CC=CC=C3C=3C=CC=CC23)C=C(C1)C(C)(C)C